(2,6-Dichloropyridin-4-yl)methyl N-methyl-L-alaninate hydrochloride Cl.CN[C@@H](C)C(=O)OCC1=CC(=NC(=C1)Cl)Cl